potassium cyclopropyl-(trifluoro)borohydride C1(CC1)[B-](F)(F)F.[K+]